5-(4-((2,5-Difluorobenzyl)oxy)phenyl)-2-oxo-6-(trifluoromethyl)-1,2-dihydropyridine-3-carboxamide FC1=C(COC2=CC=C(C=C2)C=2C=C(C(NC2C(F)(F)F)=O)C(=O)N)C=C(C=C1)F